NC=1SC=C(N1)C1CCN(CC1)C(=O)OC(C)(C)C tert-butyl 4-(2-aminothiazol-4-yl)piperidine-1-carboxylate